C(C1=CC=CC=C1)N1CN(CC=C1C1=CC=C(C=C1)OCCN(CC)CC)C 1-benzyl-6-(4-(2-(diethylamino)ethoxy)phenyl)-3-methylpyrimidine